CC(C(=O)OC(C)C)CC 2-methylbutanoic acid, 1-methylethyl ester